ClC1=C(C=CC=C1)N1C(N=C(C2=C1N=C(C=C2)C(F)(F)F)NCC2=NOC=C2)=O 1-(2-Chlorophenyl)-4-((isoxazol-3-ylmethyl)amino)-7-(trifluoromethyl)pyrido[2,3-d]pyrimidin-2(1H)-one